CN1C=2C3=C(N=C(C=C3CC1)C(F)(F)F)N(C(N2)=O)C=2C(=NC=CC2)C 4-methyl-1-(2-methylpyridin-3-yl)-8-(trifluoromethyl)-5,6-dihydro-1H-pyrimido[4,5,6-ij][2,7]naphthyridin-2(4H)-one